(RS)-5-Trifluoromethyl-pyridine-2-carboxylic acid FC(C=1C=CC(=NC1)C(=O)O)(F)F